AMINO-PYRIMIDINE NC1=NC=CC=N1